(r)-3-(4-(7H-pyrrolo[2,3-d]pyrimidine-4-yl)-1H-pyrazol-1-yl)-3-cyclopentyl-propionitrile phosphate P(=O)(O)(O)O.N1=CN=C(C2=C1NC=C2)C=2C=NN(C2)[C@H](CC#N)C2CCCC2